C1(=CC=CC=C1)N1CC2(CCN(C2)C2=NC=CC(=C2)NCCCCC(=O)O)CC1 5-((2-(7-phenyl-2,7-diazaspiro[4.4]nonan-2-yl)pyridin-4-yl)amino)pentanoic acid